C(C)OC(CCCCC(CC)=O)=O 6-oxooctanoic acid ethyl ester